COC(CCC1=CC(=C(C=C1)C)C(F)(F)F)=O 3-(4-methyl-3-(trifluoromethyl)phenyl)propionic acid methyl ester